CC1=CC=C(C=C1)CC1=CC=C(C=C1)C(C=O)CC 2-[4-(4-methylphenyl)methyl-phenyl]-1-butanone